1-((4-chloro-3-(trifluoromethyl)phenoxy)formyl)cyclopropanecarboxylic acid ClC1=C(C=C(OC(=O)C2(CC2)C(=O)O)C=C1)C(F)(F)F